2,4,6-tris(9-(2-phenylpyrimidin-5-yl)-9H-carbazol-3-yl)-1,3,5-triazine C1(=CC=CC=C1)C1=NC=C(C=N1)N1C2=CC=CC=C2C=2C=C(C=CC12)C1=NC(=NC(=N1)C=1C=CC=2N(C3=CC=CC=C3C2C1)C=1C=NC(=NC1)C1=CC=CC=C1)C=1C=CC=2N(C3=CC=CC=C3C2C1)C=1C=NC(=NC1)C1=CC=CC=C1